C(C)OC(=O)C=1NC=C(C1C#CC1=CC=C(C=C1)C1=CC=CC=C1)C(=O)OCC 3-([1,1'-Biphenyl]-4-ylethynyl)-1H-pyrrole-2,4-dicarboxylic acid diethyl ester